ClC=1C=CC=2CN(CCCC2N1)C(=O)OC(C)(C)C tert-butyl 2-chloro-8,9-dihydro-5H-pyrido[3,2-c]azepine-6(7H)-carboxylate